Phosphoric Acid trisodium [Na].[Na].[Na].P(O)(O)(O)=O